2-(trifluoromethyl)-5h,6h,7h,8h-imidazo[1,2-a]pyridine-3-carboxylic acid FC(C=1N=C2N(CCCC2)C1C(=O)O)(F)F